C1(=CC(=CC=C1)CNC(=O)C=1N=C(SC1)C#C)C1=CC=CC=C1 N-([1,1'-biphenyl]-3-ylmethyl)-2-ethynyl-thiazole-4-carboxamide